C1(CC1)C1=NC=NC(=C1C1=NN2C(N(C([C@H](C2)C)=O)CC2=CC(=C(C=C2)C=2N(C=C(N2)C(F)(F)F)CC)F)=N1)OC (S)-2-(4-cyclopropyl-6-methoxypyrimidin-5-yl)-4-(4-(1-ethyl-4-(trifluoromethyl)-1H-imidazol-2-yl)-3-fluorobenzyl)-6-methyl-6,7-dihydro-[1,2,4]triazolo[1,5-a]pyrimidin-5(4H)-one